N-(2-(7-fluoronaphthalen-1-yl)ethyl)-N-methylcyclopropanamine FC1=CC=C2C=CC=C(C2=C1)CCN(C1CC1)C